6-(2-chlorophenyl)-2-{[4-(1,3-thiazol-4-yl)phenyl]amino}imidazo[1,2-a]pyrimido[5,4-e]pyrimidin-5(6H)-one ClC1=C(C=CC=C1)N1C=2N(C3=C(C1=O)C=NC(=N3)NC3=CC=C(C=C3)C=3N=CSC3)C=CN2